(E)-4-(dimethylamino)-N-(4-((2-fluorophenyl)amino)-5-(1H-indazol-6-yl)quinazolin-6-yl)but-2-enamide CN(C/C=C/C(=O)NC=1C(=C2C(=NC=NC2=CC1)NC1=C(C=CC=C1)F)C1=CC=C2C=NNC2=C1)C